C(=O)[O-].C(C)N1C=[N+](C2=C1C=C(C=C2)C(F)(F)F)C 1-ethyl-3-methyl-6-(trifluoromethyl)-1H-1,3-benzodiazol-3-ium formate